4-(((R*)-3-amino-2-methylpropyl)amino)-2-(2,6-dioxopiperidin-3-yl)isoindoline-1,3-dione NC[C@H](CNC1=C2C(N(C(C2=CC=C1)=O)C1C(NC(CC1)=O)=O)=O)C |o1:2|